N1C(=NC=C1)C=1NC=CC1 IMIDAZOLYLAZOLE